2,8-dibromo-10,10-diphenyl-5,10-dihydrodibenzo[b,e][1,4]azasiline BrC1=CC2=C(NC3=C([Si]2(C2=CC=CC=C2)C2=CC=CC=C2)C=C(C=C3)Br)C=C1